5'-butyl-2'-(4-methoxyphenyl)-[3,3'-bipyridine]-6-carboxylic acid C(CCC)C=1C=C(C(=NC1)C1=CC=C(C=C1)OC)C=1C=NC(=CC1)C(=O)O